(S)-7-(3-chloro-2-(2-fluorobenzyl)-7-oxo-2,4,5,7-tetrahydro-6H-pyrazolo[3,4-c]pyridin-6-yl)-2-cyclopropyl-5-methyl-7,8-dihydro-oxazolo[4',5':4,5]benzo[1,2-b][1,4]oxazepin-6(5H)-one ClC=1N(N=C2C(N(CCC21)[C@@H]2C(N(C1=C(OC2)C=C2C(=C1)N=C(O2)C2CC2)C)=O)=O)CC2=C(C=CC=C2)F